FC=1C=NN2C1C(=NC(=C2)C=2C=NN(C2)C)OC2(CC(C2)N(C(C=C)=O)C)C N-((1s,3s)-3-((3-fluoro-6-(1-methyl-1H-pyrazol-4-yl)pyrazolo[1,5-a]pyrazin-4-yl)oxy)-3-methylcyclobutyl)-N-methylacrylamide